3,4,5,6-tetraethyl-1,2-benzoquinone C(C)C=1C(C(C(=C(C1CC)CC)CC)=O)=O